1-Heptyl-1-methylpyrrolium cyanid [C-]#N.C(CCCCCC)[N+]1(C=CC=C1)C